COC(=O)C1=NOC(C1)C1=CC=CC=C1 5-phenyl-4,5-dihydro-isoxazole-3-carboxylic acid methyl ester